P(=O)(O)([O-])O.[NH4+] monoammonium hydrogen phosphate